3-amino-5-phenyl-1,3-dihydro-1,4-benzodiazepine-2-One NC1C(NC2=C(C(=N1)C1=CC=CC=C1)C=CC=C2)=O